tert-butyl 2-[3-(difluoromethoxy)benzenesulfonyl]-2H,4H,5H,6H-pyrrolo[3,4-c]pyrazole-5-carboxylate FC(OC=1C=C(C=CC1)S(=O)(=O)N1N=C2C(=C1)CN(C2)C(=O)OC(C)(C)C)F